N-heptanoyl-Aspartic acid C(CCCCCC)(=O)N[C@@H](CC(=O)O)C(=O)O